3-amino-4-(4-hydroxyphenyl)butanoic acid NC(CC(=O)O)CC1=CC=C(C=C1)O